C(N)(=O)CC[C@@H](C(NCC1=CC=C(C=C1)S(=O)(=O)C)=O)NC(OC(C)(C)C)=O tert-butyl N-[(1S)-3-carbamoyl-1-[[(4-methane-sulfonylphenyl)-methyl]carbamoyl]propyl]-carbamate